sodium dibromochloroacetate BrC(C(=O)[O-])(Cl)Br.[Na+]